ClC1=CC=C(C[C@@H]2N(C[C@@H](OC2)C)C2CCN(CC2)/C(=N/C#N)/SC)C=C1 Methyl (Z)-4-((2S,5S)-5-(4-chlorobenzyl)-2-methylmorpholino)-N-cyanopiperidine-1-carbimidothioate